tert-butyl-(S)-2-((4-methyl-3-((1-(2-methyl-7-(((trifluoromethyl)sulfonyl)oxy)quinolin-5-yl)cyclopropyl)carbamoyl)phenoxy)methyl)azetidine C(C)(C)(C)N1[C@@H](CC1)COC1=CC(=C(C=C1)C)C(NC1(CC1)C1=C2C=CC(=NC2=CC(=C1)OS(=O)(=O)C(F)(F)F)C)=O